ClC=1C=C(CCN2C[C@@H](CCCC2)COC2=CC=C(C=C2)S(=O)(=O)C)C=CC1 (R)-1-(3-chlorophenethyl)-3-((4-(methylsulfonyl)phenoxy)methyl)azepane